C1(CCCC1)C(=O)[O-].[NH4+] ammonium cyclopentanate